N-(phenylcarbamoylthio)nicotinamide C1(=CC=CC=C1)NC(=O)SNC(C1=CN=CC=C1)=O